racemic-trans-tert-butyl 3-azido-4-hydroxypiperidine-1-carboxylate N(=[N+]=[N-])[C@@H]1CN(CC[C@H]1O)C(=O)OC(C)(C)C |r|